ClC=1C=C(C=CC1F)NC(=O)C=1N(S(N=C(C1)C1CCCC1)(=O)=O)C N-(3-chloro-4-fluorophenyl)-5-cyclopentyl-2-methyl-2H-1,2,6-thiadiazine-3-carboxamide 1,1-dioxide